Dichlorsilane Cl[SiH2]Cl